tert-butyl 4-(1-amino-8-fluoro-6-isoquinolyl)piperazine-1-carboxylate NC1=NC=CC2=CC(=CC(=C12)F)N1CCN(CC1)C(=O)OC(C)(C)C